2-(((5-Bromothiophen-2-yl)methyl)(methyl)amino)-N-(4-iodobenzyl)acetamide BrC1=CC=C(S1)CN(CC(=O)NCC1=CC=C(C=C1)I)C